NCCNCCC[Si](OC)(OC)OC N-Aminoethylaminopropyl-trimethoxysilan